4-Bromo-7-chloro-1-ethyl-5-methyl-indoline-2,3-dione BrC1=C2C(C(N(C2=C(C=C1C)Cl)CC)=O)=O